ClC=1C=CC(=NC1)OCC1N(C2CC(C1C)C2)C(=O)C2=NC(=CC=C2C2=NC=CC=N2)C trans-3-{[(5-Chloropyridin-2-yl)oxy]methyl}-4-methyl-2-[6-methyl-3-(pyrimidin-2-yl)pyridin-2-carbonyl]-2-azabicyclo[3.1.1]heptan